(S)-6-(benzyloxy)-2,5,7,8-tetramethyl-2-((3E,7E)-4,8,12-trimethyltrideca-3,7,11-trien-1-yl)chromane C(C1=CC=CC=C1)OC=1C(=C2CC[C@@](OC2=C(C1C)C)(CC\C=C(\CC\C=C(\CCC=C(C)C)/C)/C)C)C